5-(2-fluoro-6-hydroxy-3-(quinolin-6-yl)phenyl)-1,2,5-thiadiazolidin-3-one 1,1-dioxide FC1=C(C(=CC=C1C=1C=C2C=CC=NC2=CC1)O)N1CC(NS1(=O)=O)=O